C(CCCCCCCCCCCCC)N1CN(C=C1)C L-1-tetradecyl-3-methylimidazole